C(C)(=O)N[C@H](C(=O)N[C@H](C(=O)N[C@H](C(=O)N)C)CC1=CC=CC=C1)C(C)C (S)-2-acetamido-N-((S)-1-(((S)-1-amino-1-oxopropan-2-yl)amino)-1-oxo-3-phenylpropan-2-yl)-3-methylbutanamide